C1(CC1)COC1=CC=C(/C=C/C=2C=C(C(=C(C=O)C2)O)OC)C=C1 (E)-5-(4-(cyclopropylmethoxy)styryl)-2-hydroxy-3-methoxybenzaldehyde